NC=1C(=C(C=NC1)C=1C=C/2C(=CN1)NC(\C2=C(\C)/NC2=NN(C=C2)C(C#N)(C)C)=O)C (Z)-2-(3-((1-(5-(5-Amino-4-methylpyridin-3-yl)-2-oxo-1H-pyrrolo[2,3-c]pyridin-3(2H)-ylidene)ethyl)amino)-1H-pyrazol-1-yl)-2-methylpropanenitrile